C(C)(C)(C)C1=NC(=NO1)C(=O)N[C@@H]1CCCCC2=C1C=CC(=C2F)C2=CC(=NC=C2)NC(=O)C2CC2 (R)-5-(tert-butyl)-N-(2-(2-(cyclopropanecarboxamido)pyridin-4-yl)-1-fluoro-6,7,8,9-tetrahydro-5H-benzo[7]annulen-5-yl)-1,2,4-oxadiazole-3-carboxamide